C(CCC\C=C/CC)C1CCC(O1)=O 5-[(Z)-oct-5-enyl]oxacyclopentane-2-one